1-(5-bromo-3-fluoropyridin-2-yl)-4-(4-chlorobenzyl)-3-(oxetan-3-yl)piperazine-2,5-dione BrC=1C=C(C(=NC1)N1C(C(N(C(C1)=O)CC1=CC=C(C=C1)Cl)C1COC1)=O)F